O=C1N[C@@H]2[C@H](N1)CS[C@@H]2CCCCC(=O)O 5-((3aR,4R,6aS)-2-oxohexahydro-1H-thieno[3,4-d]imidazol-4-yl)pentanoic acid